1-((1-(fluoromethyl)cyclopropyl)methyl)-2-(1-(7-(4,4,5,5-tetramethyl-1,3,2-dioxaborolan-2-yl)-2,3-dihydrobenzofuran-4-yl)ethyl)-1H-benzo[d]imidazole-6-carboxylic acid methyl ester COC(=O)C=1C=CC2=C(N(C(=N2)C(C)C2=CC=C(C3=C2CCO3)B3OC(C(O3)(C)C)(C)C)CC3(CC3)CF)C1